4-(4-(4,4,5,5-tetramethyl-1,3,2-dioxaborolan-2-yl)phenyl)piperidine hydrochloride Cl.CC1(OB(OC1(C)C)C1=CC=C(C=C1)C1CCNCC1)C